N-(4-bromo-2,5-difluorophenyl)-6-(methylthio)pyrazolo[1,5-a]pyridine-3-sulfonamide BrC1=CC(=C(C=C1F)NS(=O)(=O)C=1C=NN2C1C=CC(=C2)SC)F